The molecule is a fatty acid ester obtained by the formal condensation of dodecanoic acid with 3-methylbutan-1-ol. It has a role as a metabolite. It derives from an isoamylol. CCCCCCCCCCCC(=O)OCCC(C)C